1-(2-((2-((3-chloro-2-fluorobenzyl)amino)-2-oxoethyl)(cyclopropyl)amino)-2-oxoethyl)-6-(2-cyclopropylacetamido)-1H-indazole-3-carboxamide ClC=1C(=C(CNC(CN(C(CN2N=C(C3=CC=C(C=C23)NC(CC2CC2)=O)C(=O)N)=O)C2CC2)=O)C=CC1)F